1-(1-aminocyclopropyl)ethanone hydrochloride Cl.NC1(CC1)C(C)=O